CC1(CC2(C1)CCC2)C(=O)O 2-methyl-spiro[3.3]heptane-2-carboxylic acid